((1-(4-fluorophenyl)-5-(4-isopropylphenyl)-1H-1,2,4-triazol-3-yl)methyl)adamantan-2-amine FC1=CC=C(C=C1)N1N=C(N=C1C1=CC=C(C=C1)C(C)C)CC12C(C3CC(CC(C1)C3)C2)N